ClC=1C=C2C(=CNC2=CC1)/C(=C/C=1C=C(C#N)C=CC1OC(F)(F)F)/C#N (Z)-3-(2-(5-chloro-1H-indol-3-yl)-2-cyanovinyl)-4-(trifluoromethoxy)benzonitrile